C(C)(C)(C)C=1C=C(C=C(C1O)C)CCC(=O)OCC(C)(C)C1OCC2(CO1)COC(OC2)C(COC(CCC2=CC(=C(C(=C2)C)O)C(C)(C)C)=O)(C)C 3,9-Bis[2-[3-(3-tert-butyl-4-hydroxy-5-methylphenyl)propionyloxy]-1,1-dimethylethyl]-2,4,8,10-tetraoxa-spiro[5.5]undecane